ClC=1C=C(C=CC1)C1=CN(C=2N=CN=C(C21)NCC(CNC(C)=O)C)COCC[Si](C)(C)C N-(3-((5-(3-chlorophenyl)-7-((2-(trimethylsilyl)ethoxy)methyl)-7H-pyrrolo[2,3-d]pyrimidin-4-yl)amino)-2-methylpropyl)acetamide